(S)-6-(5-methyl-1,4,5,6-tetrahydropyridin-2-yl)spiro[benzo[b][1,4]oxazin-2,1'-cyclopropane]-3(4H)-one C[C@H]1CC=C(NC1)C1=CC2=C(OC3(CC3)C(N2)=O)C=C1